BrCC\C=C\CCCCCCCC(OCCCCCCCC)OCCCCCCCC (3E)-1-bromo-12,12-dioctyloxy-3-dodecene